zirconium iron hydride [FeH2].[Zr]